(4-(4-amino-7-(1-isobutyrylpiperidin-4-yl)pyrrolo[2,1-f][1,2,4]triazin-5-yl)phenyl)-5-bromo-6-methyl-2-oxo-2H-[1,3'-bipyridin]-3-carboxamide NC1=NC=NN2C1=C(C=C2C2CCN(CC2)C(C(C)C)=O)C2=CC=C(C=C2)C2=C(C(N(C(=C2Br)C)C=2C=NC=CC2)=O)C(=O)N